N-((6-bromopyridin-2-yl)(phenyl)methyl)-2-oxo-6-(trifluoromethyl)-1,2-dihydropyridine-3-carboxamide BrC1=CC=CC(=N1)C(NC(=O)C=1C(NC(=CC1)C(F)(F)F)=O)C1=CC=CC=C1